(1-methyl-6-oxo-1,6-dihydropyridin-3-yl)boronic acid CN1C=C(C=CC1=O)B(O)O